ethyl 8-bromo-5,6-dichloro-2,3-dihydro-1H-pyrrolo[1,2-a]indole-1-carboxylate BrC=1C=2C=C3N(C2C(=C(C1)Cl)Cl)CCC3C(=O)OCC